(4-{3-[2,6-bis(benzyloxy)pyridin-3-yl]-1-methylindazol-6-yl}-3,6-dihydro-2H-pyridin-1-yl)carboxylic acid tert-butyl ester C(C)(C)(C)OC(=O)N1CCC(=CC1)C1=CC=C2C(=NN(C2=C1)C)C=1C(=NC(=CC1)OCC1=CC=CC=C1)OCC1=CC=CC=C1